C(=O)(OC(C)(C)C)NC[C@H](O)C(=O)O Boc-(S)-isoserine